N-(4-(2-methyl-4-phenylbutan-2-yl)thiazol-2-yl)-1-(pyridin-4-ylmethyl)-1H-pyrrole-2-carboxamide CC(C)(CCC1=CC=CC=C1)C=1N=C(SC1)NC(=O)C=1N(C=CC1)CC1=CC=NC=C1